ClC(CC(=O)OCCCCCCCCCCCCCCCCCCCC)CC eicosanyl 3-chlorovalerate